2-((3,5-dicyano-4-ethyl-6-((S)-4-hydroxyisoxazolidin-2-yl)pyridin-2-yl)thio)-2-phenylacetamide C(#N)C=1C(=NC(=C(C1CC)C#N)N1OC[C@H](C1)O)SC(C(=O)N)C1=CC=CC=C1